COCCN1CCN(CC1)C1=CC=C(C=C1)C=1C=C(C2=C(N(C(=N2)C2=CC=C(C=C2)S(=O)(=O)C)C)C1)C 6-(4-(4-(2-Methoxyethyl)piperazin-1-yl)phenyl)-1,4-dimethyl-2-(4-(methylsulfonyl)phenyl)-1H-benzo[d]imidazol